COC1=C(C=CC(=C1N)OC)N 2,4-dimethoxy-1,3-diaminobenzene